1-(4-fluorophenylmethyl)pseudouridine tert-butyl-(6-fluoronaphthalen-2-yl)carbamate C(C)(C)(C)N(C(=O)OC[C@@H]1[C@H]([C@H]([C@@H](O1)C1=CN(C(=O)NC1=O)CC1=CC=C(C=C1)F)O)O)C1=CC2=CC=C(C=C2C=C1)F